C(C1=CC=CC=C1)OC1CC2(C(N3[C@H](O2)[C@@H](C[C@H]3C3=NC=CN=C3)O)=O)C1 trans-(1s,3S,5'S,7'R,7a'R)-3-(benzyloxy)-7'-hydroxy-5'-(pyrazin-2-yl)tetrahydro-3'H-spiro[cyclobutane-1,2'-pyrrolo[2,1-b]oxazol]-3'-one